C(C)(C)(C)OC(=O)N1CCC(CC1)C1=NC(=CC=C1)F 4-(6-Fluoropyridin-2-yl)piperidine-1-carboxylic acid tert-butyl ester